ClC=1C(=NC(=NC1)NC1=C(C=C(C(=C1)[N+](=O)[O-])N1CCOCC1)OC)N1N=C(C(=C1)C=O)C 1-(5-chloro-2-(2-methoxy-4-morpholino-5-nitrophenylamino)pyrimidin-4-yl)-3-methyl-1H-pyrazole-4-carbaldehyde